C(C)(C)(C)OC(=O)N1CC2(CC(C2)CO)CC1.CN(S(=O)(=O)C1CN(C1)C1=CC=2C(C=N1)=CN(N2)C2=CC=C(C=C2)C(F)(F)F)C N,N-dimethyl-1-(2-(4-(trifluoromethyl)phenyl)-2H-pyrazolo[4,3-c]pyridin-6-yl)azetidine-3-sulfonamide tert-butyl-2-(hydroxymethyl)-6-azaspiro[3.4]octane-6-carboxylate